C(C1=CC=CC=C1)N1CC=2N=C(N=C(C2CC1)Cl)N 7-Benzyl-4-chloro-5,6,7,8-tetrahydropyrido[3,4-d]pyrimidin-2-amine